Methyl 3-((3-butyl-2-methyl-7-(methylthio)-1,1-dioxido-5-phenyl-2,3,4,5-tetrahydro-1,2,5-benzothiadiazepin-8-yl)oxy)-2-hydroxypropanoate C(CCC)C1N(S(C2=C(N(C1)C1=CC=CC=C1)C=C(C(=C2)OCC(C(=O)OC)O)SC)(=O)=O)C